FC1CN(CCC1)CCNC(=O)C1=NC=CN=C1 N-(2-(3-fluoropiperidin-1-yl)ethyl)pyrazine-2-carboxamide